N(C(=O)C)[C@H]1[C@H](OCCN=[N+]=[N-])O[C@@H]([C@H]([C@@H]1O)O)CO 2-azidoethyl 2-acetamino-2-deoxy-beta-d-glucopyranoside